tert-butyloxycarbonyl-(Boc)-lysine C(C)(C)(C)OC(=O)N([C@@H](CCCCN)C(=O)O)C(=O)OC(C)(C)C